2-bromo-5-chloro-3-fluoro-4-methylpyridine BrC1=NC=C(C(=C1F)C)Cl